Tert-butyl N-[2-[4-(hydroxymethyl)cyclohexyl]pyrazolo[3,4-c]pyridin-5-yl]carbamate OCC1CCC(CC1)N1N=C2C=NC(=CC2=C1)NC(OC(C)(C)C)=O